ClC=1C=C(C=CC1F)C(C=1N(C(=C(N1)I)CCCCS=C(C)O)COCC[Si](C)(C)C)C1=CC(=C(C=C1)F)Cl.CC=1SC2=C(N1)C=CC(=C2)NC(C)=S N-(2-methyl-1,3-benzothiazol-6-yl)thioacetamide S-(4-(2-(bis(3-chloro-4-fluorophenyl)methyl)-4-iodo-1-((2-(trimethylsilyl)ethoxy)methyl)-1H-imidazol-5-yl)butyl)ethanethioate